ethyl-diethyleneglycol (3-ethyl-3-oxetanyl methyl) ether C(C)C1(COC1)COC(COCCO)CC